COC(=O)N1C[C@@H](CCC1)NC=1C2=C(N=C(N1)Cl)CC[S@]2=O (3R)-3-(((5R)-2-chloro-5-oxo-6,7-dihydrothieno[3,2-d]pyrimidin-4-yl)amino)piperidine-1-carboxylic acid methyl ester